C(CCC)C=1N(C(=C(N1)Cl)C(=O)O)CC1=CC=C(C=C1)C1=C(C=CC(=C1)C1=NC=CC(=C1)N(C)C)C=1N=NNN1 2-butyl-4-chloro-1-((5'-(4-(dimethylamino)pyridin-2-yl)-2'-(2H-tetrazol-5-yl)-[1,1'-biphenyl]-4-yl)methyl)-1H-imidazole-5-carboxylic Acid